5-(4-(piperidine-1-carbonyl)phenyl)-7-(trifluoro-methyl)benzofuran N1(CCCCC1)C(=O)C1=CC=C(C=C1)C=1C=C(C2=C(C=CO2)C1)C(F)(F)F